tert-butyl 3-(3-bromophenyl)azetidine-1-carboxylate BrC=1C=C(C=CC1)C1CN(C1)C(=O)OC(C)(C)C